(1S,4s)-4-(8-(2,6-dichloro-4-(trifluoromethyl)phenylamino)-2-((1R,3S)-3-hydroxycyclohexylamino)-9H-purin-9-yl)-1-methylcyclohexanecarboxamide ClC1=C(C(=CC(=C1)C(F)(F)F)Cl)NC=1N(C2=NC(=NC=C2N1)N[C@H]1C[C@H](CCC1)O)C1CCC(CC1)(C(=O)N)C